6-(4-bromo-2-chloro-5-methyl-phenyl)-2,2-difluoro-spiro[3.3]heptan-6-ol BrC1=CC(=C(C=C1C)C1(CC2(CC(C2)(F)F)C1)O)Cl